F[C@H]1CC2=CC=3CCCC3C(=C2C1)NC(=O)N=[S@@](=O)(N)C=1C=NN2C1O[C@H](C2)COC (S,2R)-N'-(((S)-2-fluoro-1,2,3,5,6,7-hexahydro-s-indacen-4-yl)carbamoyl)-2-(methoxymethyl)-2,3-dihydropyrazolo[5,1-b]oxazole-7-sulfonimidamide